3-(3,5-di-t-Butyl-4-hydroxyphenyl)propionate C(C)(C)(C)C=1C=C(C=C(C1O)C(C)(C)C)CCC(=O)[O-]